1-Methyl-5-norbornen CC12CCC(C=C1)C2